3-(6-iodopyridin-3-yl)-1-methylpyrido[3,4-d]pyrimidine-2,4(1H,3H)-dione IC1=CC=C(C=N1)N1C(N(C2=C(C1=O)C=CN=C2)C)=O